FC(OC1(CCC1)OCC(=O)N[C@H]1CO[C@@H](CC1)C=1OC(=NN1)C1(CCC1)OC(F)(F)F)(F)F 2-(3-cis-(trifluoromethoxy)cyclobutoxy)-N-((3R,6S)-6-(5-(3-cis-(trifluoromethoxy)cyclobutyl)-1,3,4-oxadiazol-2-yl)tetrahydro-2H-pyran-3-yl)acetamide